C[C@@H]1N(CCOC1)C(=O)O[C@H]1C[C@H](CC1)C1=CC(=NN1)NC(CC1=CN=C(S1)OC)=O (1R,3S)-3-(3-{[(2-methoxy-1,3-thiazol-5-yl)acetyl]amino}-1H-pyrazol-5-yl)cyclopentyl (3S)-3-methylmorpholine-4-carboxylate